Methyl 1-methyl-4-((4-((4-(trifluoromethyl)phenyl)carbamoyl)piperazin-1-yl)sulfonyl)-1H-pyrrole-2-carboxylate CN1C(=CC(=C1)S(=O)(=O)N1CCN(CC1)C(NC1=CC=C(C=C1)C(F)(F)F)=O)C(=O)OC